3-[(2S,4S,5R)-5-[[bis(4-methoxyphenyl)-phenyl-methoxy]methyl]-3-fluoro-4-hydroxy-tetrahydrofuran-2-yl]-1H-pyrimidine-2,4-dione COC1=CC=C(C=C1)C(OC[C@@H]1[C@@H](C([C@H](O1)N1C(NC=CC1=O)=O)F)O)(C1=CC=CC=C1)C1=CC=C(C=C1)OC